FC1=C(C(=O)N)C=CC=C1C 2-fluoro-methylbenzamide